C(C1=CC=CC=C1)(C1=CC=CC=C1)N1CCN(CCC1)C(=O)C=1C=C2CN(C(C2=CC1)=O)C1C(NC(CC1)=O)=O 3-(5-(4-benzhydryl-1,4-diazepan-1-carbonyl)-1-oxoisoindolin-2-yl)piperidine-2,6-dione